(S)-8-(1-((2-(Difluoromethyl)-4-fluorophenyl)amino)ethyl)-3,6-dimethyl-2-(tetrahydro-2H-pyran-4-yl)quinazolin-4(3H)-one FC(C1=C(C=CC(=C1)F)N[C@@H](C)C=1C=C(C=C2C(N(C(=NC12)C1CCOCC1)C)=O)C)F